ClC1=C(C(=CC=C1)Cl)N1N=C(C(=C1)NC1=CC=C(C=C1)C=1N=NC=CC1C)C(=O)N 1-(2,6-dichlorophenyl)-4-((4-(4-methylpyridazin-3-yl)phenyl)amino)-1H-pyrazole-3-carboxamide